N-[6-(5-chloro-1,3-benzoxazol-2-yl)spiro[3.3]heptane-2-yl]-5-(oxetan-3-ylsulfonyl)furan-2-carboxamide ClC=1C=CC2=C(N=C(O2)C2CC3(CC(C3)NC(=O)C=3OC(=CC3)S(=O)(=O)C3COC3)C2)C1